((bis(pyridin-2-ylmethyl)amino)methyl)nicotinic Acid N1=C(C=CC=C1)CN(CC1=NC=CC=C1)CC1=C(C(=O)O)C=CC=N1